tert-butyl 4-(2-((4-fluorophenyl)ethynyl)-4-((phenoxycarbonyl)amino)phenyl)piperazine-1-carboxylate Tert-butyl-4-(4-amino-2-((4-fluorophenyl)ethynyl)phenyl)piperazine-1-carboxylate C(C)(C)(C)OC(=O)N1CCN(CC1)C1=C(C=C(C=C1)N)C#CC1=CC=C(C=C1)F.FC1=CC=C(C=C1)C#CC1=C(C=CC(=C1)NC(=O)OC1=CC=CC=C1)N1CCN(CC1)C(=O)OC(C)(C)C